C(C)(C)(C)[C@@H]1[C@H](C1)COC tert-butyl-(1S,2S)-2-(methoxymethyl)cyclopropane